(S)-4-(1-(2-(4-fluorophenethyl)-5,5-dimethyl-5,7-dihydro-4H-thieno[2,3-c]pyran-3-carboxamido)ethyl)benzoic acid FC1=CC=C(CCC2=C(C3=C(COC(C3)(C)C)S2)C(=O)N[C@@H](C)C2=CC=C(C(=O)O)C=C2)C=C1